C(C)OC(COC1=NC=CC=C1OC1=C(C=C(C(=C1)N1N=C(N(C1=O)C(F)F)C)F)Cl)=O 2-[[3-[2-chloro-5-[4-difluoromethyl-3-methyl-5-oxo-1,2,4-triazol-1-yl]-4-fluorophenoxy]-2-pyridinyl]oxy]acetic acid ethyl ester